N-((E)-((E)-3',5'-di-tert-butyl-6-((phenylamino)methylene)-3,4,5,6-tetrahydro-[1,1'-biphenyl]-2-yl)methylene)benzenaminium chloride [Cl-].C(C)(C)(C)C=1C=C(C=C(C1)C(C)(C)C)C/1=C(CCC\C1=C/NC1=CC=CC=C1)\C=[NH+]\C1=CC=CC=C1